(Phenyl)(cyclohexyl)methylene(cyclopentadienyl)(2,7-di-tert-butylfluoren-9-yl)diphenylzirconium C1(=CC=CC=C1)C=1C(=C(C=CC1)[Zr](C1=CC=CC=C1)(C1C2=CC(=CC=C2C=2C=CC(=CC12)C(C)(C)C)C(C)(C)C)(C1C=CC=C1)=C)C1CCCCC1